FC=1C(=CC=2C3=C(NC(C2C1)=O)COCC3N(C(=O)NC3=CC(=C(C=C3)F)F)C)F 1-(8,9-Difluoro-6-oxo-1,4,5,6-tetrahydro-2H-pyrano[3,4-c]isoquinolin-1-yl)-3-(3,4-difluorophenyl)-1-methylurea